C(C1=CC=CC=C1)NC(=O)N(C1=CC=C(C=C1)N1N=CC(=C1)C(=O)N)[C@@H]1CC[C@H](CC1)NC1=NC=C(C=C1)C#N 1-(4-((benzylcarbamoyl)(trans-4-((5-cyanopyridin-2-yl)amino)cyclohexyl)amino)phenyl)-1H-pyrazole-4-carboxamide